ClC=1C=C2C=NNC2=C(C1)C1(C[C@@H]2[C@@H](CN(C2)S(=O)(=O)C2=CC=CC=C2)C1)O (3aR,5r,6aS)-5-(5-chloro-1H-indazol-7-yl)-2-(phenylsulfonyl)octa-hydrocyclopenta[c]pyrrol-5-ol